3-[6-Amino-8-(6-iodo-3-oxo-indan-5-ylsulfanyl)-purin-9-yl]-propane-1-sulfonic acid isobutyl-amide C(C(C)C)NS(=O)(=O)CCCN1C2=NC=NC(=C2N=C1SC=1C=C2C(CCC2=CC1I)=O)N